2-[1-[(4-methylphenyl)methyl]-5-oxopyrrolidin-2-yl]-N-prop-2-yn-1-ylacetamide CC1=CC=C(C=C1)CN1C(CCC1=O)CC(=O)NCC#C